C12(CC3CC(CC(C1)C3)C2)C=2C=C(C=CC2OCOC)[Si](C)(C)CC(CC(C)(C)C)C (3-(1-adamantyl)-4-(methoxymethoxy)phenyl)(2,4,4-trimethylpentyl)dimethylsilane